O=C1NC(CC[C@@H]1C1=NN(C2=CC(=CC=C12)N1C2(CC2)CN(CC1)C(=O)OC(C)(C)C)C)=O |r| (±)-tert-butyl 4-(3-(2,6-dioxopiperidin-3-yl)-1-methyl-1H-indazol-6-yl)-4,7-diazaspiro[2.5]octane-7-carboxylate